isopropyl (5-(2-((4-(2-(aminomethyl)-5-(4-methylthiazol-5-yl)phenoxy)butyl)amino)benzo[d]thiazol-6-yl)pyridin-3-yl)(methyl)carbamate NCC1=C(OCCCCNC=2SC3=C(N2)C=CC(=C3)C=3C=C(C=NC3)N(C(OC(C)C)=O)C)C=C(C=C1)C1=C(N=CS1)C